COC=1C(=NC(=NC1)NC1=C(C=C(C(=C1)[N+](=O)[O-])F)OC)NC=1C=C(C=CC1OC)CC(=O)N (3-((5-methoxy-2-((4-fluoro-2-methoxy-5-nitrophenyl)amino)pyrimidin-4-yl)amino)-4-methoxyphenyl)acetamide